CN1N=CC(=C1)C=1C=C(C=C(C1)N1CCOCC1)[C@@H](C)N (R)-1-(3-(1-methyl-1H-pyrazol-4-yl)-5-morpholinophenyl)ethan-1-amine